(R)-1-(5-((3-fluorobenzyl)oxy)-1H-indol-1-yl)propan-2-amine FC=1C=C(COC=2C=C3C=CN(C3=CC2)C[C@@H](C)N)C=CC1